ClC1=C2CCN([C@@H](C2=C(C=C1)OCC1=NN(N=C1)C)CN1CC2(CC2)CC1=O)C(=O)[C@H]1[C@H](CCCC1)C (1S,2R)-2-((S)-5-Chloro-8-((2-methyl-2H-1,2,3-triazol-4-yl)methoxy)-1-((6-oxo-5-azaspiro[2.4]heptan-5-yl)methyl)-1,2,3,4-tetrahydroisochinolin-2-carbonyl)-1-methylcyclohexan